N-(4-(Imidazo[1,2-a]pyridin-7-yloxy)-3-methylphenyl)-6,7,8,9-tetrahydro-5H-pyrimido[5',4':4,5]thieno[2,3-d]azepin-4-amine N=1C=CN2C1C=C(C=C2)OC2=C(C=C(C=C2)NC2=NC=NC1=C2C2=C(CCNCC2)S1)C